FC1=CC=C(C=C1)SC(=S)NC1=CC(=C(C=C1)C#N)C(F)(F)F N-[4-cyano-3-(trifluoromethyl)phenyl]aminodithioformic acid (4-fluorophenyl) ester